COC1CN(C1)C(=O)C1=CC=C(N=N1)NC1=C2C(=NC(=C1)OC=1C(=CC(=NC1)C#N)C)N(C=N2)C 5-[7-[[6-(3-methoxyazetidine-1-carbonyl)pyridazin-3-yl]amino]-3-methyl-imidazo[4,5-b]pyridin-5-yl]oxy-4-methyl-pyridine-2-carbonitrile